N1C(=NC2=C1C=CC=C2)C2=C(C=C(C=C2)Cl)C=2C(=CC(=CC2)C(N[C@H](C)C2=C(C=CC=C2)OC)=O)C(=O)O 2'-(1H-1,3-benzodiazol-2-yl)-5'-chloro-4-{[(1R)-1-(2-methoxyphenyl)ethyl]carbamoyl}-[1,1'-biphenyl]-2-carboxylic acid